BrC1=C(C=C(C(=O)NCCN(C)C)C=C1)C1NCCN(C1)C1=NC(=NC(=C1)N)N 4-bromo-3-(4-(2,6-diaminopyrimidin-4-yl)piperazin-2-yl)-N-(2-(dimethylamino)ethyl)benzamide